C(C=C)(=O)NC1=CC2=C(C=3N(CCO2)C2=C(C3C3=CC(=C(C(=O)NC4CC(C4)(F)F)C=C3)OC)C(=NC=C2C#N)N)C=C1 4-(3-acrylamido-12-amino-9-cyano-6,7-dihydrobenzo[f]pyrido[3',4':4,5]pyrrolo[1,2-d][1,4]oxazepin-13-yl)-N-(3,3-difluorocyclobutyl)-2-methoxybenzamide